methyl 2-chloro-5-(2,4-dioxo-1,3-diazinan-1-yl)-4-methoxybenzoate ClC1=C(C(=O)OC)C=C(C(=C1)OC)N1C(NC(CC1)=O)=O